ClC1=CC(=C(C=C1)COC1=NN(C=N1)C1CCN(CC1)CC=1N(C2=C(N1)C=CC(=C2)C(=O)OC)CC=2N(C=NC2)CC)F methyl 2-[[4-[3-[(4-chloro-2-fluoro-phenyl)methoxy]-1,2,4-triazol-1-yl]-1-piperidyl]methyl]-3-[(3-ethylimidazol-4-yl)methyl]benzimidazole-5-carboxylate